3,3-difluoro-4-[(4-methylmorpholin-2-yl)methoxy]pyrrolidine-1-carboxylic acid tert-butyl ester C(C)(C)(C)OC(=O)N1CC(C(C1)OCC1CN(CCO1)C)(F)F